N1(C(C(C(C=C1)[2H])([2H])[2H])(C(=O)[O-])[2H])[2H] pyridine-d5-At